O1C(CC1)C(=O)[O-] oxetane-2-formate